(5-phenyl-1,3-dioxan-5-yl)(p-tolyl)methanone C1(=CC=CC=C1)C1(COCOC1)C(=O)C1=CC=C(C=C1)C